C1(CCCCC1)C1=NOC(=C1CO[C@H]1[C@@H]2CN([C@H](C1)C2)C=2SC1=C(N2)C(=CC(=C1)C(=O)O)F)C1CC1 2-[(1S,4S,5R)-5-[(3-cyclohexyl-5-cyclopropyl-1,2-oxazol-4-yl)methoxy]-2-azabicyclo[2.2.1]heptan-2-yl]-4-fluoro-1,3-benzothiazole-6-carboxylic acid